1,2,3,4-tetrahydroquinoxaline-6-sulfonamide N1CCNC2=CC(=CC=C12)S(=O)(=O)N